O1COC2=C1C=CC(=C2)CNC=2C=CC=1N(N2)C(=CN1)C=1C=C(C=CC1)C(C)=O 1-[3-[6-(1,3-benzodioxol-5-ylmethyl-amino)imidazo[1,2-b]pyridazin-3-yl]phenyl]eth-anone